rac-methyl (1R,2S,6R)-2-(5-bromopyridin-2-yl)-6-((2-fluoro-4-(trifluoromethyl)phenyl)carbamoyl)cyclohexane-1-carboxylate BrC=1C=CC(=NC1)[C@@H]1[C@H]([C@@H](CCC1)C(NC1=C(C=C(C=C1)C(F)(F)F)F)=O)C(=O)OC |r|